tetramethyl-octanediamine CC(C(C(N)(N)C)(C)C)CCCCC